OC1=C(C=CC(=C1)OCC1=CC=CC=C1)C(\C=C\C1=CC(=C(C=C1)OCC1=CC=CC=C1)I)=O (E)-1-(2-Hydroxy-4-phenylmethoxyphenyl)-3-(3-iodo-4-phenylmethoxyphenyl)prop-2-en-1-one